4-[4-(dimethoxymethyl)-1-piperidyl]-3-fluoro-aniline COC(C1CCN(CC1)C1=C(C=C(N)C=C1)F)OC